C(C)(C)(C)OC(=O)N1[C@@H](CN(CC1)[C@@H]1CC[C@H](CC1)CNC1=C(C=C(C=C1)S(N)(=O)=O)[N+](=O)[O-])C (R)-2-methyl-4-((trans)-4-(((2-nitro-4-sulfamoylphenyl)amino)methyl)cyclohexyl)piperazine-1-carboxylic acid tert-butyl ester